2-methyl-N-[3-chloro-4-[4-(5-hydroxy-piperidine-3-carbonyl)-piperazine-1-carbonyl]phenyl]-5-[4-(cyanomethoxy)-2,3-difluoro-phenyl]-imidazole-2-carboxamide CC1(N=C(C=N1)C1=C(C(=C(C=C1)OCC#N)F)F)C(=O)NC1=CC(=C(C=C1)C(=O)N1CCN(CC1)C(=O)C1CNCC(C1)O)Cl